tert-Butyl (3S)-3-[(1R)-2-[[2-[(1-acetylazetidin-3-yl)amino]-6-(1-piperidyl)pyridine-4-carbonyl]-amino]-1-hydroxy-ethyl]-7-hydroxy-3,4-dihydro-1H-isoquinoline-2-carboxylate C(C)(=O)N1CC(C1)NC1=NC(=CC(=C1)C(=O)NC[C@@H](O)[C@H]1N(CC2=CC(=CC=C2C1)O)C(=O)OC(C)(C)C)N1CCCCC1